monomethylsuccinimide CC1C(=O)NC(C1)=O